hydrogen itaconate C(C(=C)CC(=O)[O-])(=O)O